CC1=C(C=CC(=C1)C=C)C=C 2-methyl-1,4-divinylbenzene